CC(P(C1=CC=CC=C1)C2=CC=CC=C2)P(C3=CC=CC=C3)C4=CC=CC=C4 bis-(diphenylphosphino)ethane